FC(OC1=CC=C(C=C1)\C(\C)=N\OCC1=C(C=CC=C1)\C(\C(=O)NC)=N/OC)(F)F (2E)-2-(2-{[({(1E)-1-[4-(trifluoromethoxy)phenyl]ethylidene}amino)oxy]methyl}phenyl)-2-(methoxyimino)-N-methylacetamide